Tert-butyl (E)-(2-((1,3-dibromo-5-cyclopropyl-4-oxo-4,5,6,7-tetrahydro-2H-pyrrolo[3,4-c]pyridin-2-yl)methyl)-3-fluoroallyl)carbamate BrC=1N(C(=C2C(N(CCC21)C2CC2)=O)Br)C\C(\CNC(OC(C)(C)C)=O)=C\F